phenylalanine cumyl ester C(C)(C)(C1=CC=CC=C1)OC([C@@H](N)CC1=CC=CC=C1)=O